[Br-].CC(C(=O)OC1=CC=C2C(C=C(OC2=C1O)C1=CC=C(C=C1)CCCC[P+](C1=CC=CC=C1)(C1=CC=CC=C1)C1=CC=CC=C1)=O)(C)C 4-[4-[7-(2,2-dimethylpropanoyloxy)-8-hydroxy-4-oxo-chromen-2-yl]phenyl]butyltriphenyl-phosphonium bromide